N-[(1R,3S)-3-{[6-chloro-2-(trifluoromethyl)quinolin-4-yl]amino}cyclohexyl]-3-methylimidazo[1,2-a]pyridine-6-carboxamide ClC=1C=C2C(=CC(=NC2=CC1)C(F)(F)F)N[C@@H]1C[C@@H](CCC1)NC(=O)C=1C=CC=2N(C1)C(=CN2)C